CC1(OC2=C(C=C1)C=CC=C2)C 2,2-dimethylbenzopyran